methyl 2-(difluoromethyl)-4-(3-fluoro-2-(1-fluoroethyl) phenyl)-5-oxo-1,4,5,7-tetrahydrofurano[3,4-B]pyridine-3-carboxylate FC(C1=C(C(C2=C(N1)COC2=O)C2=C(C(=CC=C2)F)C(C)F)C(=O)OC)F